C12C(CC(CC1)C2)C(C(S(=O)(=O)C21CCC(C=C2)C1)(F)F)(F)F 2-bicyclo[2.2.1]hept-2-yl-1,1,2,2-tetrafluoroethanesulfonylbicyclo[2.2.1]hept-5-ene